F\C=C\C(C(F)(F)F)(C(F)(F)F)F (E)-1,3,4,4,4-pentafluoro-3-(trifluoromethyl)but-1-ene